6'-{4-[(4-phenylbutyl)amino]butoxy}-2',3'-dihydrospiro[cyclohexane-1,1'-indene]-4-carboxylic acid methyl ester COC(=O)C1CCC2(CCC3=CC=C(C=C23)OCCCCNCCCCC2=CC=CC=C2)CC1